C(C)NC(=O)C1=CC2=C(C(N(C=C2C=2N(C=3C(=NC=CC3)N2)C2=CC(=C(C(=C2)C)F)C)C)=O)N1 N-ethyl-4-(1-(4-fluoro-3,5-dimethylphenyl)-1H-imidazo[4,5-b]pyridin-2-yl)-6-methyl-7-oxo-6,7-dihydro-1H-pyrrolo[2,3-c]pyridine-2-carboxamide